N-(5-((S)-2-ethoxypropanoyl)-6-((2-fluoro-[1,1'-biphenyl]-3-yl)methyl)-5-azaspiro[2.4]heptan-7-yl)methanesulfonamide C(C)O[C@H](C(=O)N1CC2(CC2)C(C1CC=1C(=C(C=CC1)C1=CC=CC=C1)F)NS(=O)(=O)C)C